C(CCCCCCC\C=C/CCCC)(=O)OCC(C)(COC(CCCCCCC\C=C/CCCC)=O)COC(CCCCCCC\C=C/CCCC)=O 2,2-bis(((9Z)-tetradec-9-enoyloxy)methyl)propyl (9Z)-tetradec-9-enoate